2,3,4-trimethyl-5-nitro-benzoic acid CC1=C(C(=O)O)C=C(C(=C1C)C)[N+](=O)[O-]